tetrahydro-2H-pyran-4-yl 3-(2-(4,4-dimethylpiperidin-1-yl)acetamido)-4-methylthiophene-2-carboxylate CC1(CCN(CC1)CC(=O)NC1=C(SC=C1C)C(=O)OC1CCOCC1)C